(S)-N-(5-(5-(1-acryloylpiperidin-3-yl)-1,2,4-oxadiazol-3-yl)-3-(difluoromethoxy)pyridin-2-yl)-6-(1H-pyrazol-5-yl)picolinamide C(C=C)(=O)N1C[C@H](CCC1)C1=NC(=NO1)C=1C=C(C(=NC1)NC(C1=NC(=CC=C1)C1=CC=NN1)=O)OC(F)F